4-(2-carbamoyl-4-fluoro-anilino)-4-oxo-butyric acid C(N)(=O)C1=C(NC(CCC(=O)O)=O)C=CC(=C1)F